5,6-dihydro-2H-1,2-thiazine-1,1-dioxide S1(NC=CCC1)(=O)=O